4-hydroxy-5,6-dihydro-2H-thiopyran-3-carboxylate OC1=C(CSCC1)C(=O)[O-]